C1=CC=CC=2C1=C1CC3=CC=CC=C3C1=CC2 benzo[a]fluorene